CCCCCCCCCCCCCCCCCC(=O)NCCNC(=O)CCCCCCCCCCCCCCCCC EthyleneBisstearamide